BrC1=CC2=NC(=NC(=C2N2C1=NC=C2)N2C[C@H]1CC[C@@H](C2)N1C(=O)OC(C)(C)C)OC[C@]12CCCN2C[C@@H](C1)F tert-Butyl (1R,5S)-3-(6-bromo-3-(((2R,7aS)-2-fluorotetrahydro-1H-pyrrolizin-7a(5H)-yl)methoxy)imidazo[1',2':1,6]pyrido[3,2-d]pyrimidin-1-yl)-3,8-diazabicyclo[3.2.1]octane-8-carboxylate